4-(4-ethylphenyl)methylene-2,6-bisTert-butyl-2,5-cyclohexadien-1-one C(C)C1=CC=C(C=C1)C=C1C=C(C(C(=C1)C(C)(C)C)=O)C(C)(C)C